2-(6-(4-(4-(4-(2,6-dioxopiperidin-3-yl)-3-fluorobenzyl)piperazin-1-yl)phenyl)-1-oxoisoindolin-2-yl)-2-(5-fluoro-2-hydroxyphenyl)-N-(thiazol-2-yl)acetamide O=C1NC(CCC1C1=C(C=C(CN2CCN(CC2)C2=CC=C(C=C2)C2=CC=C3CN(C(C3=C2)=O)C(C(=O)NC=2SC=CN2)C2=C(C=CC(=C2)F)O)C=C1)F)=O